2-(2,3,4-trifluorophenyl)-6-fluoro-quinoline-4-carboxylic acid FC1=C(C=CC(=C1F)F)C1=NC2=CC=C(C=C2C(=C1)C(=O)O)F